ClC=1C=C2C=NC(N(C2=C(C1C1=CC(=CC2=CC=CC=C12)O)F)CCCN(C)C)=O 6-chloro-1-(3-(dimethylamino)propyl)-8-fluoro-7-((R or S)-3-hydroxynaphthalene-1-yl)quinazolin-2(1H)-one